Tert-butyl 3-((1H-pyrazol-1-yl)methyl)-3-((tert-butoxycarbonyl)amino)azetidine-1-carboxylate N1(N=CC=C1)CC1(CN(C1)C(=O)OC(C)(C)C)NC(=O)OC(C)(C)C